O=C1N(C(CC1)=O)OC(CCCCC(NCC(NCC(NCC(NC)=O)=O)=O)=O)=O 3,6,9,12-tetraoxo-2,5,8,11-tetraazaheptadecane-17-oic acid 2,5-dioxopyrrolidin-1-yl ester